N-(2-cyano-6-methoxy-5-((E)-2-(trans-4-(trifluoro-methyl)cyclohexyl)vinyl)-pyridin-3-yl)acrylamide C(#N)C1=NC(=C(C=C1NC(C=C)=O)\C=C\[C@@H]1CC[C@H](CC1)C(F)(F)F)OC